3-(2,7-di-tert-butyl-9H-carbazol-9-yl)-3'-methyl-5'-fluoro-5-(2,4,4-trimethylpentan-2-yl)biphenyl-2-ol C(C)(C)(C)C1=CC=2N(C3=CC(=CC=C3C2C=C1)C(C)(C)C)C1=C(C(=CC(=C1)C(C)(CC(C)(C)C)C)C1=CC(=CC(=C1)F)C)O